NC1=C(C=C(C=C1)C1=CC=C(C=C1)F)NC(=O)C=1C=NC(=CC1)S1(NCCC1)=O N-[2-amino-5-(4-fluorophenyl)phenyl]-6-(1-oxo-4,5-dihydro-3H-isothiazol-1-yl)pyridine-3-carboxamide